(2R,1'S,3'R)-3-(2-cyclopentyl-2-phenyl-2-hydroxyacetoxy)-1-(ethoxycarbonylmethyl)-1-methylpyrrolidinium bromide [Br-].C1(CCCC1)[C@@](C(=O)OC1C[N+](CC1)(C)CC(=O)OCC)(O)C1=CC=CC=C1